tert-butyl 4-[2-(3,5-dihydroxyanilino)-8-(5-hydroxypentyl)-7-oxo-pyrido[2,3-d]pyrimidin-6-yl]-8-methyl-2,3-dihydroquinoxaline-1-carboxylate OC=1C=C(NC=2N=CC3=C(N2)N(C(C(=C3)N3CCN(C2=C(C=CC=C32)C)C(=O)OC(C)(C)C)=O)CCCCCO)C=C(C1)O